C(C)(=O)OC=1C(=NC=CC1OC)C(=O)N[C@H](C(=O)OC(C(C)N1C=CC2=C(C=CC(=C12)Br)F)C)C [2-(7-bromo-4-fluoro-indol-1-yl)-1-methyl-propyl] (2S)-2-[(3-acetoxy-4-methoxy-pyridine-2-carbonyl) amino]propanoate